tert-butyl (1S,2S,5R)-2-(4-(1-(2-(ethyl(isopropyl)carbamoyl)-4-fluorophenyl)-1H-pyrrolo[2,3-c]pyridine-3-carbonyl)piperidine-1-carbonyl)-3-azabicyclo[3.1.0]hexane-3-carboxylate C(C)N(C(=O)C1=C(C=CC(=C1)F)N1C=C(C=2C1=CN=CC2)C(=O)C2CCN(CC2)C(=O)[C@@H]2[C@H]1C[C@H]1CN2C(=O)OC(C)(C)C)C(C)C